Cl(=O)(=O)(=O)[O-].ClC1=C(C=CC(=C1)C(C1=CC=CC=C1)=O)SC1=CC=C(C=C1)[S+](C1=CC=C(C=C1)Cl)C1=CC=C(C=C1)Cl 4-(2-chloro-4-benzoylphenylthio)phenyl-bis(4-chlorophenyl)sulfonium perchlorate